6-(6-((6-methoxynicotinoyl)-3,6-diazabicyclo[3.1.1]heptan-3-yl)pyridin-3-yl)pyrazolo[1,5-a]pyridine-3-carbonitrile COC1=NC=C(C(=O)C23CN(CC(N2)C3)C3=CC=C(C=N3)C=3C=CC=2N(C3)N=CC2C#N)C=C1